5-(3,5-Bis((E)-4-methoxybenzylmethylene)-4-oxopiperidin-1-yl)-5-oxo-N-(4-sulfonylphenyl)pentanamide COC1=CC=C(C\C=C\2/CN(C\C(\C2=O)=C/CC2=CC=C(C=C2)OC)C(CCCC(=O)NC2=CCC(C=C2)=S(=O)=O)=O)C=C1